4-[2-(Ethylamino)quinazolin-4-yl]-7-methoxy-1,3-dihydroquinoxalin-2-one C(C)NC1=NC2=CC=CC=C2C(=N1)N1CC(NC2=CC(=CC=C12)OC)=O